4-Chloro-N-(6-chloropyridin-4-yl)-2-(4-fluoro-2-methylphenoxy)-5-(trifluoromethyl)benzamide ClC1=CC(=C(C(=O)NC2=CC=NC(=C2)Cl)C=C1C(F)(F)F)OC1=C(C=C(C=C1)F)C